2-naphthyl-1,2,3,4-tetrahydroquinoline C1=C(C=CC2=CC=CC=C12)N1CCCC2=CC=CC=C12